C(C)(=O)NC1CC1 1-acetamidocyclopropane